ClC=1C=C(C=CC1)C1=C(C(=NC=C1)C(=O)O)OC (3-chlorophenyl)-3-methoxy-2-pyridinecarboxylic acid